2-(3,5-dimethylpyrazol-1-yl)ethanamine CC1=NN(C(=C1)C)CCN